O=C1NC(CCC1N1C(C2=CC(=C(C=C2C1=O)C1NCC1N1CCC(CC1)C(=O)N)F)=O)=O 1-(2-(2-(2,6-dioxopiperidine-3-yl)-6-fluoro-1,3-dioxoisoindolin-5-yl)azetidin-3-yl)piperidine-4-carboxamide